5-(5-(1-(2-(3-(difluoromethyl)-4,4,7,7-tetrafluoro-4,5,6,7-tetrahydro-1H-indazol-1-yl)acetamido)-2-(3,5-difluorophenyl)ethyl)-2-morpholinothiazolo[4,5-b]pyridin-6-yl)-2-fluorobenzamide FC(C1=NN(C=2C(CCC(C12)(F)F)(F)F)CC(=O)NC(CC1=CC(=CC(=C1)F)F)C1=C(C=C2C(=N1)N=C(S2)N2CCOCC2)C=2C=CC(=C(C(=O)N)C2)F)F